2-(2-thiazolyl)-5-amino-4-hydroxy-3(2H)-furanone S1C(=NC=C1)C1OC(=C(C1=O)O)N